1-(2-bromoethyl)-4-fluorobenzene BrCCC1=CC=C(C=C1)F